C(C)OC(=O)C=1C=C2SC=3C=CC(=CC3C(C2=CC1)=O)C 6-ethoxycarbonyl-2-methylthioxanthon